5-methyl-2-methoxy-4-(4-methylpiperazin-1-yl)aniline CC=1C(=CC(=C(N)C1)OC)N1CCN(CC1)C